3-[(3,4-dichlorobenzyl)sulfanyl]-5-propyl-[1,2,4]triazol ClC=1C=C(CSC2=NNC(=N2)CCC)C=CC1Cl